C(C)(C)(C)OC(=O)N1CC2(C1)CNC[C@H]2C(=O)O (S)-2-(tert-butoxycarbonyl)-2,6-diazaspiro[3.4]octane-8-carboxylic acid